methyl 3-(9-((2-bromo-4-(((tert-butoxycarbonyl)amino)methyl)phenyl)carbamoyl)-4,5-dihydrobenzo[b]thieno[2,3-d]oxepin-8-yl)-6-(propylcarbamoyl)picolinate BrC1=C(C=CC(=C1)CNC(=O)OC(C)(C)C)NC(=O)C1=CC2=C(OCCC3=C2SC=C3)C=C1C=1C(=NC(=CC1)C(NCCC)=O)C(=O)OC